C[C@H](CCC[C@@H](C)[C@H]1CC[C@@H]2[C@@]1(CC[C@H]3[C@H]2[C@@H](CC4=CC(=O)CC[C@]34C)O)C)CO The molecule is an oxysterol that is cholesterol which is substituted by an oxo group at position 3 and hydroxy groups at positions 7alpha and 26. It has R-configuration at position 25. It has a role as a human metabolite. It is a 26-hydroxy steroid, a 3-oxo steroid, a 7alpha-hydroxy steroid and a cholestanoid.